methacryl-oxypropylmethyldipropoxysilane C(=O)(C(=C)C)OCCC[Si](OCCC)(OCCC)C